4-[[(2S,3R,4R,5R)-3-(5-Chloro-3,4-Difluoro-2-methoxyphenyl)-4,5-dimethyl-5-(trifluoromethyl)tetrahydrofuran-2-carbonyl]amino]pyridin-2-carboxamid ClC=1C(=C(C(=C(C1)[C@@H]1[C@H](O[C@]([C@@H]1C)(C(F)(F)F)C)C(=O)NC1=CC(=NC=C1)C(=O)N)OC)F)F